Cl.CNO N-methyl-hydroxylamine hydrochloride salt